BrC=1C(=C(C(=C(C1[2H])[2H])[2H])N)F 3-bromo-2-fluorobenzene-4,5,6-d3-amine